C(N)(=N)NC(CC1=C(C(=CC=C1Cl)C=1C=NC=NC1)C)=O N-carbamimidoyl-2-(6-chloro-2-methyl-3-(pyrimidin-5-yl)phenyl)acetamide